C[SiH](C)[Hf](C1CCC2CC=CC=C12)C1CCC2CC=CC=C12 Dimethylsilylbis(tetrahydroindenyl)hafnium